NC1=NC2=CC(=CC=C2C(=N1)N)C=1C=C2C(=NN(C2=CC1)C(C)C)COC1=C(C=CC=C1)CC(=O)O 2-(2-((5-(2,4-diaminoquinazolin-7-yl)-1-isopropyl-1H-indazol-3-yl)methoxy)phenyl)acetic acid